diethyloxysilane C(C)O[SiH2]OCC